BrC(C(CC[C@]1(OC2=C(C(=C(C(=C2CC1)C)O[Si](C)(C)C(C)(C)C)C)C)C)O)(C)C 4-bromo-1-((S)-6-((tert-butyldimethylsilyl)oxy)-2,5,7,8-tetramethyl-chroman-2-yl)-4-methylpentane-3-ol